COC1=NC2=CC=CC=C2C=C1C(=O)[O-] 2-methoxyquinoline-3-carboxylate